FC1(CCN(CC1)C=1C(=C(C=C2C=CC(=NC12)O)C=1C(=C(C(=O)N)C=CC1NS(=O)(=O)CCO)N1CCC2(CC2)CC1)F)F (8-(4,4-difluoropiperidin-1-yl)-7-fluoro-2-hydroxyquinolin-6-yl)-4-((2-hydroxyethyl)sulfonylamino)-2-(6-azaspiro[2.5]oct-6-yl)benzamide